C1(=CC=CC=C1)C1=CC2(CC3(C(O2)C2=CC=CC=C2CC3)CC#C)OC1=O 4-phenyl-3a'-(prop-2-yn-1-yl)-3a',4',5',9b'-tetrahydro-3'H,5H-spiro[furan-2,2'-naphtho[1,2-b]furan]-5-one